4-chloro-7-phenylthieno[3,2-d]pyrimidine ClC=1C2=C(N=CN1)C(=CS2)C2=CC=CC=C2